(S)-(6,7-dichloro-9-(difluoromethoxy)-1-methyl-1,3,4,5-tetrahydro-2H-pyrido[4,3-b]indol-2-yl)(5-methoxypyrimidin-2-yl)methanone ClC1=C(C=C(C=2C3=C(NC12)CCN([C@H]3C)C(=O)C3=NC=C(C=N3)OC)OC(F)F)Cl